N-(2-amino-4-(4,4-difluoropiperidin-1-yl)-5-fluorobenzo[d]thiazol-6-yl)-4-((2-hydroxy-1-methylethyl)sulfonamido)-2-(spiro[2.5]oct-5-en-6-yl)benzamide NC=1SC2=C(N1)C(=C(C(=C2)NC(C2=C(C=C(C=C2)NS(=O)(=O)C(CO)C)C2=CCC1(CC1)CC2)=O)F)N2CCC(CC2)(F)F